P(=O)(OC1OOCCCCC1)([O-])[O-] dioxacyclooctyl phosphate